C(C=C)(=O)N1C[C@@H](N(CC1)C1=NC(=C(C=2CN(CCC12)CC1=CC=CC=C1)C#N)N1CCN(CC1)C)C (S)-1-(4-acryloyl-2-methylpiperazin-1-yl)-6-benzyl-3-(4-methylpiperazin-1-yl)-5,6,7,8-tetrahydro-2,6-naphthyridine-4-carbonitrile